CC=C(C(=O)O)C.C(C(=C)C)(=O)OC methyl methacrylate (Methylmethacrylate)